C(C)(C)(CC)C1CCC(CC1)NC(C1=CC(=CC(=C1)NC(=O)C1CCC(CC1)C(C)(C)C)NC(=O)C1CCC(CC1)C(C)(C)C)=O N-(4-tert-amylcyclohexyl)-3,5-bis-[4-tert-butylcyclohexylcarbonylamino]-benzamide